3-bromo-5-(2-cyclopropylethynyl)-1-methyl-1H-1,2,4-triazole BrC1=NN(C(=N1)C#CC1CC1)C